(Rac)-tert-butyl 3-methylpiperazine-1-carboxylate C[C@@H]1CN(CCN1)C(=O)OC(C)(C)C |r|